7-Hydroxy-(12aR)-12-(7,8-difluoro-4,9-dihydrothieno[2,3-c][2]benzothiepin-4-yl)-3,4,12,12a-tetrahydro-1H-[1,4]oxazino[3,4-c]pyrido[2,1-f][1,2,4]triazine-6,8-dione OC=1C(C=CN2N([C@H]3N(C(C21)=O)CCOC3)C3C2=C(SCC1=C3C=CC(=C1F)F)SC=C2)=O